C(C)(=O)OC1CN(C1)C(=O)C1=C(C(=C(C=C1)F)F)NC1=C(C=C(C=C1)I)F 1-({3,4-difluoro-2-[(2-fluoro-4-iodophenyl)amino]Phenyl}carbonyl)azetidin-3-ol acetate